(1R,2R,3S,4R,5S,6S)-3,5-Bis(((Benzyloxy) Carbonyl)Amino)-6-Hydroxycyclohexane-1,2,4-Triyl Triacetate C(C)(=O)O[C@H]1[C@@H]([C@H]([C@@H]([C@H]([C@@H]1O)NC(=O)OCC1=CC=CC=C1)OC(C)=O)NC(=O)OCC1=CC=CC=C1)OC(C)=O